C(#N)C1=C(C=C(OCC2(CN(C2)S(=O)(=O)C2=C(C=C(C=C2)Cl)Cl)C(=O)O)C=C1)OCC 3-((4-cyano-3-ethoxyphenoxy)methyl)-1-((2,4-dichlorophenyl)sulfonyl)azetidine-3-carboxylic acid